6-methyl-4-(Oxohexan-4-yl)pyridine-3-carboxylic acid methyl ester COC(=O)C=1C=NC(=CC1C(CCC)CC=O)C